N-(2,6-dimethylphenyl)hexahydropyrrolo[3,4-c]pyrrole CC1=C(C(=CC=C1)C)N1CC2CNCC2C1